1-(4-(2-Oxa-7-azaspiro[3.5]nonan-7-yl)cyclohexyl)-6-isopropyl-5-(8-methoxy-[1,2,4]triazolo[1,5-a]pyridin-6-yl)-1,3-dihydro-2H-benzo[d]imidazol-2-on C1OCC12CCN(CC2)C2CCC(CC2)N2C(NC1=C2C=C(C(=C1)C=1C=C(C=2N(C1)N=CN2)OC)C(C)C)=O